rac-6-(4-(((3-oxo-4-(trifluoromethyl)-3,5,6,7-tetrahydro-2H-cyclopenta[c]pyridazin-7-yl)methyl)glycyl)piperazin-1-yl)nicotinonitrile O=C1C(=C2C(=NN1)[C@H](CC2)CNCC(=O)N2CCN(CC2)C2=NC=C(C#N)C=C2)C(F)(F)F |r|